1-Nonyl-2-butylpyrrolidinium triflat [O-]S(=O)(=O)C(F)(F)F.C(CCCCCCCC)[NH+]1C(CCC1)CCCC